2-allyl-6-((1,3-dimethyl-1H-indazol-5-yl)amino)-1-(6-(piperidin-4-yloxy)pyridin-2-yl)-1,2-dihydro-3H-pyrazolo[3,4-d]pyrimidin-3-one C(C=C)N1N(C2=NC(=NC=C2C1=O)NC=1C=C2C(=NN(C2=CC1)C)C)C1=NC(=CC=C1)OC1CCNCC1